BrC=1C=2N(C=C(N1)C(N(C)C1=CC(=C(C=C1)F)OC)=O)C(=CN2)C=2C=CC(=NC2)NC(OC)=O methyl N-[5-[8-bromo-6-[(4-fluoro-3-methoxy-phenyl)-methyl-carbamoyl]imidazo[1,2-a]pyrazin-3-yl]-2-pyridyl]carbamate